1,5,2,4-dioxadithiane-2,2,4,4-tetraoxide O1S(CS(OC1)(=O)=O)(=O)=O